Cl.N[C@H](CNC(C[C@@H](C1(CC1)C(F)(F)F)C=1C=NC=CC1)=O)CC=1C=C2C=NNC2=C(C1)C (R)-N-((S)-2-amino-3-(7-methyl-1H-indazol-5-yl)propyl)-3-(pyridin-3-yl)-3-(1-(trifluoromethyl)cyclopropyl)propanamide hydrochloride